BrC=1C=2N(C=C(C1)S(=O)CC(C)(C)O)N=CC2 4-bromo-6-((2-hydroxy-2-methylpropyl)sulfinyl)pyrazolo[1,5-a]pyridine